ClC1=C(C=CC2=C1OCCN2C(CNC(OC(C)(C)C)=O)=O)F tert-butyl (2-(8-chloro-7-fluoro-2,3-dihydro-4H-benzo[b][1,4]oxazin-4-yl)-2-oxoethyl)carbamate